5-[4-[(3-methylpyridin-2-yl)carbonylamino]phenyl]-1H-naphtho[1,2-b][1,4]diazepine-2,4(3H,5H)-dione CC=1C(=NC=CC1)C(=O)NC1=CC=C(C=C1)N1C2=C(NC(CC1=O)=O)C1=CC=CC=C1C=C2